(2R,3R,4R,5R)-2-(acetoxymethyl)-5-(6-chloro-4-(((R)-1-(4-(pentafluoro-λ6-sulfanyl)phenyl)ethyl)amino)-1H-pyrazolo[3,4-d]pyrimidin-1-yl)tetrahydrofuran-3,4-diyldiacetate C(C)(=O)OC[C@@H]1O[C@H]([C@@H]([C@H]1CC(=O)[O-])CC(=O)[O-])N1N=CC=2C1=NC(=NC2N[C@H](C)C2=CC=C(C=C2)S(F)(F)(F)(F)F)Cl